NC1=C(CCN([C@H]1C)C(=O)OC(C)(C)C)C(=O)OCC 1-(tert-butyl) 4-ethyl (S)-5-amino-6-methyl-3,6-dihydropyridine-1,4(2H)-dicarboxylate